5-Chloro-N-(2,4-difluoro-3-(2-(methylamino)-7-oxo-7,8-dihydropyrido[2,3-d]pyrimidin-6-yl)phenyl)-2-methoxypyridine-3-sulfonamide ClC=1C=C(C(=NC1)OC)S(=O)(=O)NC1=C(C(=C(C=C1)F)C1=CC2=C(N=C(N=C2)NC)NC1=O)F